1-(3-((7-chloro-1-methyl-6-((4-(methylamino)pyrazolo[1,5-a]pyrazin-3-yl)oxy)-1H-imidazo[4,5-b]pyridin-2-yl)amino)-5-(trifluoromethyl)benzyl)azetidin-3-ol ClC1=C2C(=NC=C1OC=1C=NN3C1C(=NC=C3)NC)N=C(N2C)NC=2C=C(CN3CC(C3)O)C=C(C2)C(F)(F)F